6-(2-chlorophenyl)-2-(methylthio)pyrido[2,3-d]pyrimidin-7(8H)-one ClC1=C(C=CC=C1)C1=CC2=C(N=C(N=C2)SC)NC1=O